2-[7-[(1,3-dimethylpyrazolo[3,4-b]pyridin-5-yl)amino]-1-oxo-isoindolin-2-yl]-N-(2,2,2-trifluoroethyl)acetamide CN1N=C(C=2C1=NC=C(C2)NC=2C=CC=C1CN(C(C21)=O)CC(=O)NCC(F)(F)F)C